lithium tetraiodosulfophthalide tetrachlorophenol salt ClC=1C(=C(C(=C(C1)O)Cl)Cl)Cl.IC=1C(=C(C(=C2C(OC(=O)C12)S(=O)(=O)[O-])I)I)I.[Li+]